[Na+].OC1=CC=C(C=2C(C3=CC=CC=C3C(C12)=O)=O)NC1=C(C=C(C=C1)C)S(=O)(=O)[O-] 1-Hydroxy-4-[(4-methyl-2-sulfophenyl)amino]-9,10-anthraquinone sodium salt